2-(2-amino-6-hydroxy-9H-purin-9-yl)-N-(5,6-dimethylbenzo[d]thiazol-2-yl)acetamide NC1=NC(=C2N=CN(C2=N1)CC(=O)NC=1SC2=C(N1)C=C(C(=C2)C)C)O